6-(4-fluoro-5-methyl-1H-pyrazol-1-yl)nicotinaldehyde FC=1C=NN(C1C)C1=NC=C(C=O)C=C1